1-[2-[1-(Cyclopropylmethyl)-5-methyl-pyrazol-4-yl]-6-[5-[(6-methylpyridazin-3-yl)amino]benzimidazol-1-yl]-3-pyridyl]ethanol C1(CC1)CN1N=CC(=C1C)C1=NC(=CC=C1C(C)O)N1C=NC2=C1C=CC(=C2)NC=2N=NC(=CC2)C